C(C)(C)N[C@@H]1CNC[C@@H]1C (3S,4S)-N-Isopropyl-4-methylpyrrolidin-3-amine